1-methyl-2,5-bis(3-nitrobenzoyloxy)benzene CC1=C(C=CC(=C1)OC(C1=CC(=CC=C1)[N+](=O)[O-])=O)OC(C1=CC(=CC=C1)[N+](=O)[O-])=O